1-(2,3-dioxo-4-((3-(pyridin-2-yl)isoxazol-5-yl)methyl)-3,4-dihydropyrazin-1(2H)-yl)cyclopropane-1-carbonitrile O=C1N(C=CN(C1=O)CC1=CC(=NO1)C1=NC=CC=C1)C1(CC1)C#N